C1CC(C12CCNCC2)N2CC1=C(C=C(C=C1CC2)C(=O)NO)F 2-(7-azaspiro[3.5]nonan-3-yl)-8-fluoro-3,4-dihydro-1H-isoquinoline-6-carbohydroxamic acid